(R)-2-(3-amino-4,4-difluoropiperidin-1-yl)-1-((5-chloropyrimidin-2-yl)methyl)-6-fluoro-1H-benzo[d]imidazole-4-carbonitrile N[C@@H]1CN(CCC1(F)F)C1=NC2=C(N1CC1=NC=C(C=N1)Cl)C=C(C=C2C#N)F